N-carbamimidoyl-2-(2,6-dichloro-3-isobutylphenyl)acetamide C(N)(=N)NC(CC1=C(C(=CC=C1Cl)CC(C)C)Cl)=O